5-chloro-N-(5-chloro-1-(4-chlorophenyl)-1H-pyrazol-4-yl)-7-ethyl-7H-pyrrolo[2,3-d]pyrimidin-2-amine ClC1=CN(C=2N=C(N=CC21)NC=2C=NN(C2Cl)C2=CC=C(C=C2)Cl)CC